2-[4-[[1-(2,6-dioxo-3-piperidyl)-3-methyl-2-oxo-benzimidazol-5-yl]methyl]phenyl]-N-[5-fluoro-7-hydroxy-6-(1,1,4-trioxo-1,2,5-thiadiazolidin-2-yl)-2-naphthyl]acetamide O=C1NC(CCC1N1C(N(C2=C1C=CC(=C2)CC2=CC=C(C=C2)CC(=O)NC2=CC1=CC(=C(C(=C1C=C2)F)N2S(NC(C2)=O)(=O)=O)O)C)=O)=O